OC(C(=O)[O-])C(C)(C)O 2,3-dihydroxy-3-meth-ylbutanoate